ethyl piperazine-1-carboxylate N1(CCNCC1)C(=O)OCC